5-(6-(4-(dimethylamino)piperidin-1-yl)pyridin-3-yl)-3-(ethyl(tetrahydro-2H-pyran-4-yl)amino)-2-methyl-N-((6-methyl-2-oxo-4-propyl-1,2-dihydropyridin-3-yl)methyl)benzamide CN(C1CCN(CC1)C1=CC=C(C=N1)C=1C=C(C(=C(C(=O)NCC=2C(NC(=CC2CCC)C)=O)C1)C)N(C1CCOCC1)CC)C